2-octyl-2H-furan C(CCCCCCC)C1OC=CC1